O=C1CC(CC(C1)=O)C(=O)OCC Ethyl 3,5-dioxocyclohexyl-carboxylate